C(CCC)C1=NNC=C1C(=O)N butylpyrazole-4-carboxamide